BrC1=CC=C(C=C1)N1C2=CC=CC=C2C=2C=CC=CC12 9-(4-Bromophenyl)-carbazole